C1(CC1)C=1C=CC=2N(C1)C=C(N2)CNC=2C(C(C2OCC)=O)=O 3-(((6-cyclopropylimidazo[1,2-a]pyridin-2-yl)methyl)amino)-4-ethoxycyclobut-3-ene-1,2-dione